COC=1C=C2CCN([C@@H](C2=CC1OC)CC1=CC(=C(C(=C1)OC)OC)OC)C (R)-6,7-dimethoxy-2-methyl-1-(3,4,5-trimethoxybenzyl)-1,2,3,4-tetrahydroisoquinoline